CN[C@@H](CCCC)C(=O)O L-N-methylnorleucine